6-chloro-N-[2-fluoro-4-(pentafluoro-lambda~6~-sulfanyl)phenyl]-1H-pyrrolo[2,3-b]pyridine-3-sulfonamide ClC1=CC=C2C(=N1)NC=C2S(=O)(=O)NC2=C(C=C(C=C2)S(F)(F)(F)(F)F)F